(3-morpholinophenyl)-4-(methylamino)-5H-naphtho[1,8-cd]isothiazol-5-one-1,1-dioxide O1CCN(CC1)C=1C=C(C=CC1)C1=C(C(C2=CC=CC3=C2C1=NS3(=O)=O)=O)NC